ClC1=CC(N(N=C1Cl)C)=O 5,6-dichloro-2-methyl-pyridazin-3-one